4-[7-(2-methanesulfonylphenyl)-3-[(4-methoxyphenyl)methoxy]-[1,2]thiazolo[4,5-b]pyridin-5-yl]-3-methylmorpholine CS(=O)(=O)C1=C(C=CC=C1)C1=C2C(=NC(=C1)N1C(COCC1)C)C(=NS2)OCC2=CC=C(C=C2)OC